4-chloro-1,5-dimethyl-quinolin-2-one ClC1=CC(N(C2=CC=CC(=C12)C)C)=O